pyridin-2-yl-(pyridin-4-yl)methanone N1=C(C=CC=C1)C(=O)C1=CC=NC=C1